FC=1C=CC(=C(C1)C1CCN(CC1)[C@@H]1COC2(CN(C2)C=2OC=NN2)C1)OCC1COC1 (S)-7-(4-(5-fluoro-2-(oxetan-3-ylmethoxy)phenyl)piperidin-1-yl)-2-(1,3,4-oxadiazol-2-yl)-5-oxa-2-azaspiro[3.4]octane